(2R,5R)-2-(1-Hydroxy-1-methylethyl)-5-methyltetrahydrofuran OC(C)(C)[C@@H]1O[C@@H](CC1)C